ClC1=C(C=CC=C1Cl)N1CCN(CC1)CCCCOC=1C=CC=2C3C(C(NC2C1F)=O)C3 5-(4-(4-(2,3-dichlorophenyl)piperazin-1-yl)butoxy)-4-fluoro-1,1a,3,7b-tetrahydro-2H-cyclopropa[c]quinolin-2-one